1-(2-phenylpropan-2-yl)-1,5,6,7-tetrahydro-4H-pyrazolo[4,3-c]pyridin-4-one C1(=CC=CC=C1)C(C)(C)N1N=CC=2C(NCCC21)=O